2-(4-(benzyloxy)-3-(3-phenylpropyloxy)benzylamino)ethanoic acid hydrochloride Cl.C(C1=CC=CC=C1)OC1=C(C=C(CNCC(=O)O)C=C1)OCCCC1=CC=CC=C1